C(C)(=O)N1CC(CC1)C=1N(C2=CC=CC(=C2C1C1=CC=C(C(=O)O)C=C1)O)C1=CC=C(C=C1)F 4-[2-(1-acetylpyrrolidin-3-yl)-1-(4-fluorophenyl)-4-hydroxy-indol-3-yl]Benzoic acid